2-(4-(6-((4-Chloro-2-fluorobenzyl)oxy)pyridin-2-yl)-2-fluorobenzyl)-4-methoxy-1-methyl-1H-benzo[d]imidazole-6-carboxylic acid ClC1=CC(=C(COC2=CC=CC(=N2)C2=CC(=C(CC3=NC4=C(N3C)C=C(C=C4OC)C(=O)O)C=C2)F)C=C1)F